4-((4-hydroxybut-2-yl)amino)-1-methyl-6-nitroquinolin-2(1H)-one OCCC(C)NC1=CC(N(C2=CC=C(C=C12)[N+](=O)[O-])C)=O